N[C@H](CCCNC(N)=N)C(=O)O d-Arginine